7,10,14-trihydroxy-(8e)-hexadecenoic acid OC(CCCC=CC(=O)O)CCC(CCCC(CC)O)O